CN1N=C(C=2N=CN(C(C21)=O)CC(=O)OC(C)(C)C)NC2=CC=C(C=C2)C(F)(F)F tert-butyl 2-(1-methyl-7-oxo-3-((4-(trifluoromethyl)phenyl)amino)-1,7-dihydro-6H-pyrazolo[4,3-d]pyrimidin-6-yl)acetate